(S)-N-(1-(6,7-difluoro-1-oxo-1,2-dihydroisoquinolin-4-yl)ethyl)-N-methyl-1,4,5,6-tetrahydrocyclopenta[b]pyrrole-2-carboxamide FC=1C=C2C(=CNC(C2=CC1F)=O)[C@H](C)N(C(=O)C1=CC2=C(N1)CCC2)C